methyl 2-[2-(4-fluorophenyl)-1H-indol-3-yl]acetate FC1=CC=C(C=C1)C=1NC2=CC=CC=C2C1CC(=O)OC